NC1=CC(=C(C=C1OC)C1CCN(CC1)C(=O)OC(C)(C)C)F tert-butyl 4-(4-amino-2-fluoro-5-methoxy-phenyl)piperidine-1-carboxylate